P(=O)(OCCCO)(OCC[N+](C)(C)C)[O-] 3-hydroxypropyl (2-(trimethylammonio)ethyl) phosphate